3-fluoro-5-formyl-4-hydroxy-N-(3-(piperidin-1-yl)phenyl)benzamide FC=1C=C(C(=O)NC2=CC(=CC=C2)N2CCCCC2)C=C(C1O)C=O